3-(6-methyl-1,4-dioxan-2-yl)piperidine-1,3-dicarboxylic acid 1-benzyl ester 3-methyl ester COC(=O)C1(CN(CCC1)C(=O)OCC1=CC=CC=C1)C1OC(COC1)C